C1(CCCCC1)P(C1(C(=C(C=CC1)C(C)C)C1=CC=C(C=C1)C(C)C)C(C)C)C1CCCCC1 2-dicyclohexylphosphino-2,4',6-triisopropylbiphenyl